FC=1C=CC2=C(CCO2)C1CNC1=NC=C(C=2N1C=NC2C(F)(F)F)C2=CC=CC=C2 N-((5-fluoro-2,3-dihydrobenzofuran-4-yl)methyl)-8-phenyl-1-(trifluoromethyl)imidazo[1,5-c]pyrimidin-5-amine